ClCC=1C(C(C(C1C)=O)=O)=O 4-(chloromethyl)-5-methyl-1,3-dioxocyclopenten-2-one